(R)-1-(1-(1-((1-(4-(1-(3-Amino-6-(2-hydroxyphenyl)pyridazin-4-yl)piperidin-3-yl)-3-methylbenzoyl)-4-fluoropiperidin-4-yl)methyl)piperidin-4-yl)-6-methyl-1H-indol-5-yl)dihydropyrimidine NC=1N=NC(=CC1N1C[C@H](CCC1)C1=C(C=C(C(=O)N2CCC(CC2)(F)CN2CCC(CC2)N2C=CC3=CC(=C(C=C23)C)N2CNCC=C2)C=C1)C)C1=C(C=CC=C1)O